(S)-6-(3-((R)-4-acryloylmorpholin-3-yl)-5-chlorophenyl)morpholin-3-one C(C=C)(=O)N1[C@@H](COCC1)C=1C=C(C=C(C1)Cl)[C@@H]1OCC(NC1)=O